The molecule is an imidazopyridine that is 1H--imidazo[4,5-b]pyridine which is substituted at positions 1, 2, and 6 by methyl, hydoxyamino, and phenyl groups, respectively. The active metabolite of the dietary carcinogen PhIP. It has a role as a carcinogenic agent, a mutagen, a genotoxin, a human xenobiotic metabolite, a mouse metabolite, a rat metabolite and a neurotoxin. It is an imidazopyridine and a hydroxylamine. It derives from a PhIP. CN1C2=C(N=CC(=C2)C3=CC=CC=C3)N=C1NO